CC1=CN=C2N1C=C(C=C2)OCC21COC(C2)(C1)CNC=1C=2C=CN=C(C2C=CC1)N 5-N-[[4-[(3-Methylimidazo[1,2-a]pyridin-6-yl)oxymethyl]-2-oxabicyclo[2.1.1]hexan-1-yl]methyl]isoquinoline-1,5-diamine